tert-butyl 4-((S)-2-((tert-butoxycarbonyl) amino)-3-hydroxypropyl)-2,2-dimethyl-5-oxopyrrolidine-1-carboxylate C(C)(C)(C)OC(=O)N[C@@H](CC1CC(N(C1=O)C(=O)OC(C)(C)C)(C)C)CO